phenoxyphenyl-methanethiol O(C1=CC=CC=C1)C(S)C1=CC=CC=C1